COC(=O)C=1C=C2C(C(N(C2=CC1Br)C)=O)(CO)CO 6-bromo-3,3-bis(hydroxymethyl)-1-methyl-2-oxoindoline-5-carboxylic acid methyl ester